Cl.ClCC[C@H]1CN2CCC1CC2 |r| (R and S)-3-(2-chloroethyl)quinuclidine hydrochloride